C(C)(C)N(CCC1=CNC2=CC=CC(=C12)C(CCC(=O)O)C(=O)O)C(C)C N,N-diisopropyltryptamine-4-glutaric acid